ClC1=C(C(=CC=C1Cl)O)[C@@H]1NC(N([C@H]1C)CCCO)=O |o1:9,13| (4S,5S)-rel-4-(2,3-dichloro-6-hydroxyphenyl)-1-(3-hydroxypropyl)-5-methylimidazolidin-2-one